2-(5-(4-(2-methoxyethoxy)phenyl)pyridin-2-yl)propan-2-ylcarbamic acid 1-azabicyclo[3.2.2]non-4-yl ester N12CCC(C(CC1)CC2)OC(NC(C)(C)C2=NC=C(C=C2)C2=CC=C(C=C2)OCCOC)=O